CC=1C(=C(C(=O)O)C=CC1)O.COC(=O)C1=CC=C(O)C=C1 methylparaben (methyl hydroxybenzoate)